Methyl 2-(4-(iso-propylsulfonyl)piperazin-1-yl)propanoate C(C)(C)S(=O)(=O)N1CCN(CC1)C(C(=O)OC)C